BrC1=C(C(=C(C(=O)N2[C@H](CN(CC2)C(=O)OC(C)(C)C)CCO)C=C1F)F)Cl tert-Butyl (3S)-4-(4-bromo-3-chloro-2,5-difluoro-benzoyl)-3-(2-hydroxyethyl)piperazine-1-carboxylate